NCC1CC(C1)(O)C (1s,3s)-3-(aminomethyl)-1-methylcyclobutane-1-ol